NC(CN(C(=O)C1=CC=C2C(=CC(OC2=C1)=O)C1=C(C=CC=C1)C)C)=O N-(2-amino-2-oxoethyl)-N-methyl-2-oxo-4-(o-tolyl)-2H-chromene-7-carboxamide